(1,3-Dioxoisoindolin-2-yl)-3,3-difluorobutyl acetate C(C)(=O)OCCC(CN1C(C2=CC=CC=C2C1=O)=O)(F)F